4-amino-N-(1-((3-chloro-2-fluoro-4-hydroxyphenyl)amino)-6-methylisoquinolin-5-yl)thieno[3,2-d]pyrimidine-7-carboxamide NC=1C2=C(N=CN1)C(=CS2)C(=O)NC2=C1C=CN=C(C1=CC=C2C)NC2=C(C(=C(C=C2)O)Cl)F